6-cyclopropyl-2-((1-(4-methoxybenzyl)-2-oxopiperidin-4-yl)amino)nicotinonitrile C1(CC1)C1=NC(=C(C#N)C=C1)NC1CC(N(CC1)CC1=CC=C(C=C1)OC)=O